COC1=C(C(=CC=C1)OC)N1C(=NN=C1C=1C=NC=C(C1)C)NS(=O)(=O)[C@H]([C@@H](C1=NC=C(C=N1)C)OC(C)C)C (1R,2S)-N-(4-(2,6-dimethoxyphenyl)-5-(5-methyl-3-pyridinyl)-4H-1,2,4-triazol-3-yl)-1-(1-methylethoxy)-1-(5-methyl-2-pyrimidinyl)-2-propanesulfonamide